C1(=CC(=CC=C1)[C@@H](C1CCN(CC1)C(=O)C=1C=CC2=C(NC(CO2)=O)C1)C1=CC=CC=C1)C |o1:6| 6-[4-[(S or R)-m-Tolyl(phenyl)methyl]piperidine-1-carbonyl]-4H-1,4-benzoxazin-3-one